cyclobutylmethyl ((5-chloro-2-(5-(((cyclobutylmethoxy) carbonyl) oxy)-6-methylpyridin-2-yl) thiophen-3-yl) methyl)carboxylate disodium hydrogen phosphorate P(O)([O-])([O-])=O.[Na+].[Na+].ClC1=CC(=C(S1)C1=NC(=C(C=C1)OC(=O)OCC1CCC1)C)CC(=O)OCC1CCC1